bromoquinolin-2-ol BrC=1C(=NC2=CC=CC=C2C1)O